C(C)(=O)N(C1=C(C=C(C=C1)C1=CC=C(C=N1)C(=O)NC1CC2=CC=C(C=C2C1)Br)Cl)CC1CC1 6-[4-[Acetyl(cyclopropylmethyl)amino]-3-chloro-phenyl]-N-(5-bromoindan-2-yl)pyridine-3-carboxamide